2,6-Difluoro-3-(1-methyl-6-(3-(2,2,2-trifluoroethyl)morpholino)-1H-pyrazolo[3,4-d]pyrimidin-3-yl)-5-(trifluoromethyl)phenol FC1=C(C(=C(C=C1C1=NN(C2=NC(=NC=C21)N2C(COCC2)CC(F)(F)F)C)C(F)(F)F)F)O